2-(2-(benzofuran-6-yl)-5-ethyl-7-oxo-6-(piperazine-1-yl)-[1,2,4]triazolo[1,5-a]pyrimidin-4(7H)-yl)-N-(4-(pentafluoro-λ6-sulfanyl)phenyl)acetamide O1C=CC2=C1C=C(C=C2)C2=NN1C(N(C(=C(C1=O)N1CCNCC1)CC)CC(=O)NC1=CC=C(C=C1)S(F)(F)(F)(F)F)=N2